(4-Chloro-3-(5-fluoropyrimidin-2-yl)phenyl)methanol ClC1=C(C=C(C=C1)CO)C1=NC=C(C=N1)F